FC1=C(C=CC(=C1)[N+](=O)[O-])N1CCC(CC1)CC1CCN(CC1)C(=O)OC(C)(C)C tert-butyl 4-((1-(2-fluoro-4-nitrophenyl)piperidin-4-yl)methyl)piperidine-1-carboxylate